C(#C)[C@@]1(CCCC=2C=CC=NC12)O |r| rac-8-ethynyl-5,6,7,8-tetrahydroquinolin-8-ol